5-(3,4-dimethoxyphenyl)-N-isopropylfuran-2-carboxamide COC=1C=C(C=CC1OC)C1=CC=C(O1)C(=O)NC(C)C